O[C@@H]1C[C@@H](N(C1)C([C@H](C(C)(SC(C1=CC=CC=C1)(C1=CC=CC=C1)C1=CC=CC=C1)C)NC(OCC1C2=CC=CC=C2C=2C=CC=CC12)=O)=O)C(N[C@@H](C)C1=CC=C(C=C1)C1=C(N=CS1)C)=O (9H-fluoren-9-yl)methyl ((R)-1-((2R,4R)-4-hydroxy-2-(((S)-1-(4-(4-methylthiazol-5-yl)phenyl)ethyl)carbamoyl)pyrrolidin-1-yl)-3-methyl-1-oxo-3-(tritylthio)butan-2-yl)carbamate